bis[2-diphenylphosphinoethyl]Amine hydrochloride Cl.C1(=CC=CC=C1)P(CCNCCP(C1=CC=CC=C1)C1=CC=CC=C1)C1=CC=CC=C1